CC(C)=CCC[C@H](C)CCO (S)-citronellol